OC1=C(C=C(C=C1)\C=C\C(CC(\C=C\C1=CC(=C(C=C1)O)OC)=O)=O)OC (1E,6E)-1,7-Bis(4-hydroxy-3-methoxyphenyl)-1,6-heptadiene-3,5-dione